P(OC1(C(C(=C(C(=C1C1=C(C=C(C=C1)C(C)(C)C)C(C)(C)C)C1=C(C=C(C=C1)C(C)(C)C)C(C)(C)C)C1=CC=CC=C1)C1=C(C=C(C=C1)C(C)(C)C)C(C)(C)C)C1=C(C=C(C=C1)C(C)(C)C)C(C)(C)C)OP[O-])[O-] tetrakis(2,4-di-t-butylphenyl)[1,1-biphenyl]-4,4-diyl bisphosphonite